BrC=1C=C2C(=NN(C2=CC1)C1OCCCC1)C1=CC(=NC=C1)OC 5-bromo-3-(2-methoxy-4-pyridyl)-1-tetrahydropyran-2-yl-indazole